N-[3-[2-(difluoromethoxy)-5-(3-morpholin-2-ylphenoxy)phenyl]-1H-pyrazol-4-yl]pyrazolo[1,5-a]pyrimidine-3-carboxamide FC(OC1=C(C=C(C=C1)OC1=CC(=CC=C1)C1CNCCO1)C1=NNC=C1NC(=O)C=1C=NN2C1N=CC=C2)F